C(C)(C)(C)OC(=O)N1CCN(CC1)C=1C=CC=2N(C1)C(=CN2)N2C(N(C(CC2)=O)CC2=CC=C(C=C2)OC)=O.[N+](=O)([O-])C2=C(C=CC=C2)C=2C=CC1=C(C=CO1)C2 5-(2-nitrophenyl)benzofuran Tert-butyl-4-(3-(3-(4-methoxybenzyl)-2,4-dioxotetrahydropyrimidin-1(2H)-yl)imidazo[1,2-a]pyridin-6-yl)piperazine-1-carboxylate